C(C)(C)(C)OC(=O)NCCN1C(=C(C(=C1)I)C1=CC=C(C=C1)F)C(=O)OC methyl 1-(2-{[(tert-butoxy) carbonyl] amino} ethyl)-3-(4-fluorophenyl)-4-iodopyrrole-2-carboxylate